(R)-2-(2,6-dimethylpyridin-4-yl)morpholine CC1=NC(=CC(=C1)[C@@H]1CNCCO1)C